1-(((4-((4-fluoro-2-methyl-1H-indol-5-yl)oxy)-6-methoxyquinolin-7-yl)oxy)methyl)-N,N-dimethylcyclopropylamine FC1=C2C=C(NC2=CC=C1OC1=CC=NC2=CC(=C(C=C12)OC)OCC1(CC1)N(C)C)C